C(C)OC(C(CCC=1N(C(C=CC1)=O)CC1=CC=CC=C1)=C)=O 4-(1-benzyl-6-oxo-1,6-dihydropyridin-2-yl)-2-methylenebutanoic acid ethyl ester